C1(CC1)C1=C(C(=NO1)C1=C(C=CC=C1Cl)Cl)COC1CCN(CC1)C1=NN(C(=C1)C#N)C 3-(4-((5-cyclopropyl-3-(2,6-dichlorophenyl)isoxazol-4-yl)methoxy)piperidin-1-yl)-1-methyl-1H-pyrazole-5-carbonitrile